C1(CC1)C1=C(C=C(C(=N1)OC)N)F 6-cyclopropyl-5-fluoro-2-methoxy-pyridin-3-amine